(1-(4-((tert-butyldimethylsilyl)oxy)butyl)-1H-pyrazol-5-yl)methanol [Si](C)(C)(C(C)(C)C)OCCCCN1N=CC=C1CO